2-(2,4-difluorophenyl)-1,3-di(1H-1,2,4-triazol-1-yl)propan-2-yl 2-(4-(((tert-butoxycarbonyl)amino)methyl)piperidin-1-yl)acetate C(C)(C)(C)OC(=O)NCC1CCN(CC1)CC(=O)OC(CN1N=CN=C1)(CN1N=CN=C1)C1=C(C=C(C=C1)F)F